ClC1=CC2=C(C=C3N2C(=NN(C3=O)CC(=O)N[C@H]3CN(CCC3)C)C(C)C)S1 (R)-2-(2-Chloro-5-isopropyl-8-oxothieno[2',3':4,5]pyrrolo[1,2-d][1,2,4]triazin-7(8H)-yl)-N-(1-methylpiperidin-3-yl)acetamid